C(C)N1C=NC2=C1N=NC=C2C2=CC(=C(C=C2)F)C=2C(=CC1=C(N(C=N1)C1COC1)C2)OC 7-Ethyl-4-(4-fluoro-3-(5-methoxy-1-(oxetan-3-yl)-1H-benzo[d]imidazol-6-yl)phenyl)-7H-imidazo[4,5-c]pyridazine